COC[C@H]1CCNCCO1 (R)-7-(Methoxymethyl)-1,4-oxazepane